CN1N=C2C(N=CN=C2NC(C(=O)O)CC)=C1 2-((2-methyl-2H-pyrazolo[4,3-d]pyrimidin-7-yl)amino)butanoic acid